2-(2-benzyloxy-4-bromo-5-fluoro-phenyl)-2-methyl-propanenitrile C(C1=CC=CC=C1)OC1=C(C=C(C(=C1)Br)F)C(C#N)(C)C